2-(2-fluoro-6-(hydroxymethyl)phenyl)acetonitrile FC1=C(C(=CC=C1)CO)CC#N